benzyl 7-(((benzyloxy)carbonyl)(methyl) amino)-2-(3-(2-ethoxy-2-oxoethyl)phenyl)-2,6,6-trimethylheptanoate C(C1=CC=CC=C1)OC(=O)N(CC(CCCC(C(=O)OCC1=CC=CC=C1)(C)C1=CC(=CC=C1)CC(=O)OCC)(C)C)C